bis(trifluoromethane)sulfonimid [N-](S(=O)(=O)C(F)(F)F)S(=O)(=O)C(F)(F)F